CC1=CC(=CC(=N1)N)B1OC(C(O1)(C)C)(C)C 6-methyl-4-(4,4,5,5-tetramethyl-1,3,2-dioxaborolan-2-yl)pyridin-2-amine